methyl 4-(acetoxy(but-3-yn-1-yl)amino)-4-oxobutanoate C(C)(=O)ON(C(CCC(=O)OC)=O)CCC#C